3-formyl-L-arginine C(=O)C([C@H](N)C(=O)O)CCNC(N)=N